C(CCC)#N n-Butyronitril